3-[3-methyl-2-oxo-4-[3-(piperidin-4-yl)propyl]-1,3-benzodiazol-1-yl]piperidine-2,6-dione trifluoroacetate FC(C(=O)O)(F)F.CN1C(N(C2=C1C(=CC=C2)CCCC2CCNCC2)C2C(NC(CC2)=O)=O)=O